4-[[(5Z)-5-[[4-[(E)-3-(2-Hydroxyphenyl)-3-oxoprop-1-enyl]phenyl]methylidene]-2,4-dioxo-1,3-thiazolidin-3-yl]methyl]benzoic acid OC1=C(C=CC=C1)C(/C=C/C1=CC=C(C=C1)\C=C/1\C(N(C(S1)=O)CC1=CC=C(C(=O)O)C=C1)=O)=O